C(#N)C12CC(C1)(C2)NC(OC2=CC=C(C=C2)[N+](=O)[O-])=O 4-nitrophenyl (3-cyanobicyclo[1.1.1]pentan-1-yl)carbamate